C(=O)O.C(#N)CN1N=C(C(=C1)C1=CN=C2N1C=CN=C2NC2=CC(=C(C(=O)NCC(NCC1CCNCC1)=O)C=C2)CC)C(F)(F)F 4-[[3-[1-(cyanomethyl)-3-(trifluoromethyl)pyrazol-4-yl]imidazo[1,2-a]pyrazin-8-yl]amino]-2-ethyl-N-[2-oxo-2-(4-piperidylmethylamino)ethyl]benzamide formate